O1COC2=C1C=CC=C2CNCC=2SC=CC2 1-(1,3-benzodioxol-4-yl)-N-(2-thienylmethyl)methanamin